N-(1-acetyl-4-piperidinyl)-2-oxo-3,4-dihydro-1H-quinoline-6-carboxamide C(C)(=O)N1CCC(CC1)NC(=O)C=1C=C2CCC(NC2=CC1)=O